C(C)(C)(C)OC(=O)N1C(C(NCC1)(C)C)CC=1C=NC(=CC1)Cl ((6-Chloropyridin-3-yl)methyl)-3,3-dimethylpiperazine-1-carboxylic acid tert-butyl ester